O[C@]1(COCC2=C1NC(C1=C2C=C(S1)C=1C=NNC1)=O)C(C)C |r| racemic-4-hydroxy-4-isopropyl-8-(1H-pyrazol-4-yl)-1,3,4,5-tetrahydro-6H-pyrano[4,3-b]thieno[3,2-d]pyridin-6-one